COC(=C(C)C)O[Si]1(CCC1)C 1-[(1-methoxy-2-methyl-1-propenyl)oxy]-1-methylsilacyclobutane